CN(C)CCC[N-]CCCN(C)C bis(dimethylaminopropyl)amide